N-(5'-chloro-[3,3'-bipyridin]-6-yl)-2-(2-(cyclopropanesulfonylamino)pyrimidin-4-yl)-2-fluorobutyramide ClC=1C=C(C=NC1)C=1C=NC(=CC1)NC(C(CC)(F)C1=NC(=NC=C1)NS(=O)(=O)C1CC1)=O